N-(5-cyano-4-(2-methoxyethoxy)pyridin-2-yl)-6-((dimethylamino)methyl)-7-formyl-3,4-dihydro-1,8-naphthyridine-1(2H)-carboxamide C(#N)C=1C(=CC(=NC1)NC(=O)N1CCCC2=CC(=C(N=C12)C=O)CN(C)C)OCCOC